(3S)-N-(3-[6-[(3,3-difluorocyclopentyl)amino]-2-(morpholin-4-yl)pyrimidin-4-yl]-4-methylphenyl)-3-(2,2,2-trifluoroethyl)pyrrolidine-1-carboxamide FC1(CC(CC1)NC1=CC(=NC(=N1)N1CCOCC1)C=1C=C(C=CC1C)NC(=O)N1C[C@@H](CC1)CC(F)(F)F)F